COC(CC)(C1=CC=CC=C1)C Dimethyl-phenyl-ethyl-carbinol